1-fluoro-4-(methylsulfinyl)benzene FC1=CC=C(C=C1)S(=O)C